N1CC1CCC(=O)O.N1CC1CCC(=O)O.N1CC1CCC(=O)O.C(O)C(CC)(CO)CO trimethylolpropane tris(3-aziridinepropionate)